[I-].C(C1=CC=CC=C1)[N+](CC)(CC)CC benzyl-trisEthyl-ammonium iodide